BrC=1C=C(N)C=C(C1)C 3-bromo-5-methyl-aniline